ClC=1C=C2C(=NC=NC2=C(C1)C(F)(F)F)N[C@@H](C)C1=NC=NN1C=1SC(=CN1)C(=O)N(C)CC 2-[5-[(1S)-1-[[6-chloro-8-(trifluoromethyl)quinazolin-4-yl]amino]ethyl]-1,2,4-triazol-1-yl]-N-ethyl-N-methyl-thiazole-5-carboxamide